O=C1N(CCC12CC1CCC(C2)N1C(=O)OC(C)(C)C)C=1C=NC(=CC1)C(F)(F)F tert-butyl 2'-oxo-1'-(6-(trifluoromethyl)pyridin-3-yl)-8-azaspiro[bicyclo[3.2.1]octane-3,3'-pyrrolidine]-8-carboxylate